4-(2-(1-methylpiperidine-4-carboxamido)thiazol-5-yl)benzoic acid CN1CCC(CC1)C(=O)NC=1SC(=CN1)C1=CC=C(C(=O)O)C=C1